1,1,3,3-tetramethylurea Hexafluorophosphate F[P-](F)(F)(F)(F)F.CN(C(=O)N(C)C)C